C(C)(C)N1C(N(C2=CC=3C(=NN=C(C3C=C21)N[C@H](C)C2=CC(=CC=C2)C(F)(F)F)C)C)=O 3-isopropyl-1,8-dimethyl-5-[[(1R)-1-[3-(trifluoromethyl)phenyl]ethyl]amino]imidazo[4,5-g]phthalazin-2-one